[OH-].[Na+].NC(C)OS(=O)(=O)C1=CC=C(C)C=C1 amino-1-p-toluenesulfonyloxyethane sodium hydroxide